N1(C=NC=C1)CCNC(=O)C1=NOC(=C1)C1=CC=CC=C1 N-(2-(1H-imidazol-1-yl)ethyl)-5-phenylisoxazole-3-carboxamide